2-[4-[7-benzyl-2-[2-(dimethylamino)ethoxy]-6,8-dihydro-5H-pyrido[3,4-d]pyrimidin-4-yl]piperazin-2-yl]ethanol ethyl-(S)-piperidine-3-formate C(C)N1C[C@H](CCC1)C(=O)OCCC1NCCN(C1)C=1C2=C(N=C(N1)OCCN(C)C)CN(CC2)CC2=CC=CC=C2